4-(2-(4-(pyridin-2-yl)thiazol-2-ylamino)isonicotinoyl)piperazin-2-one N1=C(C=CC=C1)C=1N=C(SC1)NC=1C=C(C(=O)N2CC(NCC2)=O)C=CN1